3-[6-[6-[2-(methanesulfonamido)ethylcarbamoyl]pyrazolo[1,5-a]pyridin-3-yl]-2-pyridyl]piperidine-1-carboxylate CS(=O)(=O)NCCNC(=O)C=1C=CC=2N(C1)N=CC2C2=CC=CC(=N2)C2CN(CCC2)C(=O)[O-]